C(C)N1N=C(C(=C1)B1OC(C(O1)(C)C)(C)C)C(F)(F)F 1-ethyl-4-(4,4,5,5-tetramethyl-1,3,2-dioxaborolan-2-yl)-3-(trifluoromethyl)-1H-pyrazole